(2R,6S)-2,6-dimethyl-4-[[4-[5-(trifluoromethyl)-1,2,4-oxadiazol-3-yl]phenyl]methyl]morpholine C[C@@H]1CN(C[C@@H](O1)C)CC1=CC=C(C=C1)C1=NOC(=N1)C(F)(F)F